NCCCNC=1C=CC(=C(C(=O)NC=2SC(=C(N2)C)C)C1)C 5-((3-Aminopropyl)amino)-N-(4,5-dimethylthiazol-2-yl)-2-methylbenzamide